C(CC)N1C=CC=2C1=NC=C(C2)N 1-propyl-1H-pyrrolo[2,3-b]pyridin-5-amine